[N+](=O)([O-])C1=C(COC2(C[C@H](N(C2)C(=O)OC(C)(C)C)C(=O)OC)C(=O)OC)C=CC=C1 1-(t-butyl) 2,4-dimethyl (2S)-4-((2-nitrobenzyl)oxy)pyrrolidine-1,2,4-tricarboxylate